ClC1=CC=C(C=C1)C#CCOC1=C(C=C(C=C1)CCC(C(=O)N)(C(C)C)NS(=O)(=O)C)OC [2-[4-[[3-(4-chlorophenyl)-2-propyn-1-yl]oxy]-3-methoxyphenyl]ethyl]-3-methyl-2-[(methylsulfonyl)-amino]butanamide